FC1=CC=C(C=2N=C(SC21)NC(OC(C)(C)C)=O)O tert-Butyl (7-fluoro-4-hydroxy-1,3-benzothiazol-2-yl)carbamate